FC(C(C(F)(F)F)(O)C1=CC(=C(C=C1)C1=C(C=C(C(=C1)F)CN1CC2CCC(C1)N2S(=O)(=O)C)C(C)C)C)(F)F 1,1,1,3,3,3-hexafluoro-2-(5'-fluoro-2'-isopropyl-2-methyl-4'-((8-(methylsulfonyl)-3,8-diazabicyclo[3.2.1]octan-3-yl)methyl)-[1,1'-biphenyl]-4-yl)propan-2-ol